Thiosulfat S(=S)(=O)([O-])[O-]